methyl β-D-xylofuranoside O([C@H]1[C@H](O)[C@@H](O)[C@H](O1)CO)C